(S)-1-(4-(4-(4-aminobut-1-yn-1-yl)-3-(hydroxymethyl)phenyl)piperazin-1-yl)-2-(4-(4-chlorophenyl)-2,3,9-trimethyl-6H-thieno[3,2-f][1,2,4]triazolo[4,3-a][1,4]diazepin-6-yl)ethan-1-one NCCC#CC1=C(C=C(C=C1)N1CCN(CC1)C(C[C@H]1C=2N(C3=C(C(=N1)C1=CC=C(C=C1)Cl)C(=C(S3)C)C)C(=NN2)C)=O)CO